(nonyloxy)-3-[(9Z,12Z)-octadeca-9,12-dien-1-yloxy]propan-2-amine C(CCCCCCCC)OCC(COCCCCCCCC\C=C/C\C=C/CCCCC)N